norbornyl iodide C12(CCC(CC1)C2)I